COCCOC1=C(OC2=CC=C(C=C2)NC2=NC=NC3=CC=C4C(=C23)OCCN4C(C=C)=O)C=CC=C1 1-(10-((4-(2-(2-methoxyethoxy)phenoxy)phenyl)amino)-2,3-dihydro-4H-[1,4]oxazino[2,3-f]quinazolin-4-yl)prop-2-en-1-one